CC1=C(C(=O)OCC)C=CC(=C1)C(NC1=CC(=CC=C1)[C@H](C)NC1=CN=C2C(=N1)N(N=C2)C)=O ethyl (S)-2-methyl-4-((3-(1-((1-methyl-1H-pyrazolo[3,4-b]pyrazin-6-yl)amino)ethyl) phenyl)carbamoyl)benzoate